CON(C([C@@H](CCC)NC(OC(C)(C)C)=O)=O)C tert-butyl (R)-(1-(methoxy(methyl)amino)-1-oxopentan-2-yl)carbamate